2-(1H-Benzotriazole-1-yl)-1,1,3,3-tetramethyluronium tetrafluoroborate F[B-](F)(F)F.N1(N=NC2=C1C=CC=C2)OC(=[N+](C)C)N(C)C